ClC=1C=C(C=CC1C)N1N=CC2=C(C=CC=C12)NC(C1=C(C=CC(=C1)CNC(C(C)(C)C)=O)C(F)(F)F)=O N-[1-(3-chloro-4-methylphenyl)-1H-indazol-4-yl]-5-{[(2,2-dimethylpropanoyl)amino]methyl}-2-(trifluoromethyl)benzamide